1,4,7,10-tetraazacyclododecan-7-acetamide N1CCNCCN(CCNCC1)CC(=O)N